CC1=CC=C(C=C1)S(=O)(=O)OCCOCC1=CC=C(C=C1)COCCSC1=C2CN(C(C2=CC=C1)=O)C1C(NC(CC1)=O)=O 2-((4-((2-((2-(2,6-dioxopiperidin-3-yl)-1-oxoisoindolin-4-yl)thio)ethoxy)methyl)benzyl)oxy)ethyl 4-methylbenzenesulfonate